C(CCCCCCC\C=C/CCCCCCCC)(=O)OCC(OC(CCCCCCC\C=C/CCCCCCCC)=O)COP(=O)(O)OCCN 1,2-di-oleoyl-glycero-3-phosphoethanolamine